[Na+].COC1=CC=C(C=C1)C(O)S(=O)[O-] 4-methoxyphenyl-hydroxymethyl-sulfinic acid-sodium salt